Benzyl 8-(3-hydroxy-4-nitro-phenyl)-2-oxa-5-azaspiro[3.5]non-7-ene-5-carboxylate OC=1C=C(C=CC1[N+](=O)[O-])C1=CCN(C2(COC2)C1)C(=O)OCC1=CC=CC=C1